FC1=CC=C2[C@H](N3C(C2=C1)=CN=C3)[C@H](C(C)C)O (S)-1-((S)-8-fluoro-5H-imidazo[5,1-a]isoindol-5-yl)-2-methylpropan-1-ol